FC1=C(C=C(C2=C(C(=CC=C12)F)C#C[Si](C(C)C)(C(C)C)C(C)C)B1OC(C(O1)(C)C)(C)C)O 1,6-difluoro-4-(4,4,5,5-tetramethyl-1,3,2-dioxaborolan-2-yl)-5-((triisopropylsilyl)ethynyl)naphthalen-2-ol